(R)-4-((1-(3-(1,1-difluoroethyl)-2-fluorophenyl)prop-2-yn-1-yl)amino)-6-(1-(difluoromethyl)cyclopropyl)-2-methylpyrido[4,3-d]pyrimidin-7(6H)-one FC(C)(F)C=1C(=C(C=CC1)[C@@H](C#C)NC=1C=2C(N=C(N1)C)=CC(N(C2)C2(CC2)C(F)F)=O)F